CC1=C(C=C(C=C1)NC(=O)N1C2CNCCC1CC2)C=2OC=C(N2)C N-[4-methyl-3-(4-methyl-2-oxazolyl)phenyl]-3,9-diazabicyclo[4.2.1]nonane-9-carboxamide